ClC1=CC=C2C(=NN(C2=C1)C=1C=NC(=C(C1)C(F)(F)F)OC)C(C)N1N=C(C=2C1=NC=NC2N)C 1-(1-(6-chloro-1-(6-methoxy-5-(trifluoromethyl)pyridin-3-yl)-1H-indazol-3-yl)ethyl)-3-methyl-1H-pyrazolo[3,4-d]pyrimidin-4-amine